5-(2-hydroxybenzoyl)pyrazole OC1=C(C(=O)C2=CC=NN2)C=CC=C1